C(C)(C)(C)OC(=O)N=[S@](=O)(C1=CC=C(C=C1)OC)N1[C@@H](CCC1)C(=O)OC Methyl ((R)-N-(tert-butoxycarbonyl)-4-methoxyphenylsulfonimidoyl)-L-prolinate